COC1=C(C=CC(=C1)OC)CNC1=NC=CC=2C(=CC=CC12)NCC12CC(C1)(C2)COC=2C=1N(C=CC2)C=CN1 1-N-[(2,4-Dimethoxyphenyl)methyl]-5-N-[[3-(imidazo[1,2-a]pyridin-8-yloxymethyl)-1-bicyclo[1.1.1]pentanyl]methyl]isoquinoline-1,5-diamine